COC1=CC=C(C=C1)C#CC1=C(C=CC=C1)OC=C 1-(4-methoxyphenyl)-ethynyl-2-vinyloxybenzene